5-bromo-2-chloro-N-[2-(2,4-dichlorophenyl)ethyl]pyridine-4-carboxamide BrC=1C(=CC(=NC1)Cl)C(=O)NCCC1=C(C=C(C=C1)Cl)Cl